4-methyl-N-[[3-methyl-2-(m-tolyl)-1H-indol-5-yl]methyl]pyrimidine-5-carboxamide CC1=NC=NC=C1C(=O)NCC=1C=C2C(=C(NC2=CC1)C=1C=C(C=CC1)C)C